C(C1=CC=CC=C1)O[C@@H]1[C@H]([C@H](CO[C@@]12CCCO2)O)N2N=NC(=C2)C2=CC(=C(C(=C2)F)F)F (5s,7r,8r,9s,10r)-10-(benzyloxy)-9-(4-(3,4,5-trifluorophenyl)-1H-1,2,3-triazol-1-yl)-1,6-dioxaspiro[4.5]decan-8-ol